COC1=C2CC[C@@H](CC2=CC=C1)NC(CO)C1=CC=CC=C1 2-(((S)-5-methoxy-1,2,3,4-tetrahydronaphthalen-2-yl)amino)-2-phenylethyl alcohol